4-pyrenylbenzene C1(=CC=C2C=CC3=CC=CC4=CC=C1C2=C34)C3=CC=CC=C3